sodium sulfydryl-acetamide SCC(=O)N.[Na]